COC=1C=C(CN2C(=CC=C2)C2=NC(=NC(=C2)C(F)(F)F)S(=O)C)C=CC1OC 4-(1-(3,4-dimethoxybenzyl)-1H-pyrrol-2-yl)-2-(methylsulfinyl)-6-(trifluoromethyl)pyrimidine